(S)-2-((3'-((4-chloro-2-fluorobenzyl)oxy)-2-fluoro-[1,1'-biphenyl]-4-yl)methyl)-1-(oxetan-2-ylmethyl)-1H-benzo[d]imidazole-6-carboxylic acid ClC1=CC(=C(COC=2C=C(C=CC2)C2=C(C=C(C=C2)CC2=NC3=C(N2C[C@H]2OCC2)C=C(C=C3)C(=O)O)F)C=C1)F